CC1=C(C=2C(C3=CC=CC=C3SC2C=C1)=O)C dimethyl-9H-thioxanthone